ClC1=C2CC3(CCNCC3)C(C2=CC=C1)N 4-chloro-1,3-dihydrospiro[indene-2,4'-piperidine]-1-amine